methacryldiethylamine C(=O)(C(=C)C)N(CC)CC